2-(4-chlorophenyl)-1-(6-((trifluoromethyl)thio)indolin-1-yl)ethanone Ammonium hydrogensulfat S(=O)(=O)(O)[O-].[NH4+].ClC1=CC=C(C=C1)CC(=O)N1CCC2=CC=C(C=C12)SC(F)(F)F